(R)-5-chloro-2-methyl-N-(1-methylpiperidin-3-yl)pyridino[2,3-d]pyridazine-8-amine ClC1=C2C(=C(N=N1)N[C@H]1CN(CCC1)C)N=C(C=C2)C